P(O)(=O)(OP(=O)(O)O)OC[C@@H]1[C@H]([C@H]([C@@H](O1)N1C(=O)NC(=O)C=C1)O)O.COC1=C(C(=CC=C1)OC[C@@H]1CNCCO1)C1=CC(=NN1)NC=1C=CC(=NC1)C#N (S)-5-((5-(2-methoxy-6-(morpholin-2-ylmethoxy)phenyl)-1H-pyrazol-3-yl)amino)cyanopyridine uridine-diphosphate